C(CC(=O)C)(=O)OCCCOC(C=C)=O acrylic acid acetoacetoxypropyl ester